hydroxymethylbutyrate (hydroxymethyl butyrate) OCC(C(=O)O)CC.OCOC(CCC)=O